(S)-N-((2-(6-((cis)-2,6-dimethylmorpholino)pyridin-2-yl)-1,6-naphthyridin-7-yl)methyl)-2-(hydroxymethyl)thiochromane-7-carboxamide 1,1-dioxide C[C@@H]1O[C@@H](CN(C1)C1=CC=CC(=N1)C1=NC2=CC(=NC=C2C=C1)CNC(=O)C1=CC=C2CC[C@H](S(C2=C1)(=O)=O)CO)C